((2R,3S,4R,5R)-3-acetoxy-5-(4-aminopyrrolo[2,1-f][1,2,4]triazin-7-yl)-5-cyano-4-hydroxytetrahydrofuran-2-yl)methyl isobutyrate C(C(C)C)(=O)OC[C@H]1O[C@@]([C@@H]([C@@H]1OC(C)=O)O)(C#N)C1=CC=C2C(=NC=NN21)N